N-(3-methyl-1-(5-(trifluoromethyl)pyridin-2-yl)-1H-pyrazolo[3,4-b]pyridin-5-yl)acrylamide CC1=NN(C2=NC=C(C=C21)NC(C=C)=O)C2=NC=C(C=C2)C(F)(F)F